1-(3,5-difluorophenyl)-3-(2-hydrazinocarbonylphenyl)-urea FC=1C=C(C=C(C1)F)NC(=O)NC1=C(C=CC=C1)C(=O)NN